FC1=CC=C(C=C1)C(N1CCN(CC1)C1=C(C(N(C2=CC=CC=C12)CC=C)=O)[N+](=O)[O-])C1=CC=C(C=C1)F 4-{4-[Bis(4-fluorophenyl)methyl]piperazin-1-yl}-3-nitro-1-(prop-2-en-1-yl)-1,2-dihydroquinolin-2-one